C(C)N1C=NC2=C1CCC2N 1-Ethyl-1,4,5,6-tetrahydrocyclopenta[d]imidazol-4-amine